C(CCCC)[N+](C)(C)CCCO pentyl-(3-hydroxypropyl)dimethylammonium